CC1=NC=CC=C1C=1C=C2C(=NC1)NC=C2C2=CC=1N(C=C2)N=CC1C(=O)NC=1C=NC=CC1 5-(5-(2-methylpyridin-3-yl)-1H-pyrrolo[2,3-b]pyridin-3-yl)-N-(pyridin-3-yl)pyrazolo[1,5-a]pyridine-3-carboxamide